(S)-1-tert-butoxycarbonyl-3-piperidinol C(C)(C)(C)OC(=O)N1C[C@H](CCC1)O